N1(CCNCC1)C1CCC2CC[C@H]3[C@@H]4CCC[C@@]4(C)CC[C@@H]3[C@]2(C1)C 2-(piperazin-1-yl)androstane